2-(2-methoxy-7-methylquinoxalin-5-yl)-6,6-dimethyl-4,5,6,7-tetrahydrobenzo[d]thiazole COC1=NC2=CC(=CC(=C2N=C1)C=1SC2=C(N1)CCC(C2)(C)C)C